N-((3,3-difluorocyclobutyl)methyl)-3-(6-(pyrrolidin-1-yl)-1H-benzo[d]imidazol-2-yl)-1H-indazole-5-carboxamide FC1(CC(C1)CNC(=O)C=1C=C2C(=NNC2=CC1)C1=NC2=C(N1)C=C(C=C2)N2CCCC2)F